C(CCCC)C(=O)CCCCCCCCCCCCCCCC n-Hexadecyl pentyl ketone